COCCOCCOC Bis(methoxyethyl) ether